1-(5-(5-(dimethylamino)pyridin-3-yl)-1,3,4-thiadiazol-2-yl)ethyl methanesulfonate CS(=O)(=O)OC(C)C=1SC(=NN1)C=1C=NC=C(C1)N(C)C